pyridinyl thiol N1=C(C=CC=C1)S